(S)-1-(4-(6-(3,5-dimethylisoxazol-4-yl)-4-(2-phenylpiperazin-1-yl)quinazoline-2-yl)-1H-pyrazol-1-yl)-2-methylpropan-2-ol CC1=NOC(=C1C=1C=C2C(=NC(=NC2=CC1)C=1C=NN(C1)CC(C)(O)C)N1[C@H](CNCC1)C1=CC=CC=C1)C